(tert-butoxycarbonylamino) cyclopropanecarboxylate C1(CC1)C(=O)ONC(=O)OC(C)(C)C